CCCCOC(C)=O 3-Methylpropylacetate